2-phenylethanesulfonyl chloride C1(=CC=CC=C1)CCS(=O)(=O)Cl